1-(1-{4-Chloro-4'-[4-(cyclopropylmethyl)piperazin-1-yl][biphenyl]-2-yl}piperidin-3-yl)-5-(difluoromethyl)-1H-pyrazole-4-carboxylic acid hydrochloride Cl.ClC1=CC(=C(C=C1)C1=CC=C(C=C1)N1CCN(CC1)CC1CC1)N1CC(CCC1)N1N=CC(=C1C(F)F)C(=O)O